CC(C(N)C=1OC2=C(C1C)C=CC=C2)C 2-methyl-1-(3-methylbenzofuran-2-yl)propan-1-amine